O=C1NC(CCC1N1C(C2=CC=CC(=C2C1=O)NCC1=CC=C(C=C1)CN1CCN(CC1)C1=NC(=NS1)CC)=O)=O 2-(2,6-dioxopiperidin-3-yl)-4-(4-((4-(3-ethyl-1,2,4-thiadiazol-5-yl)piperazin-1-yl)methyl)benzylamino)isoindoline-1,3-dione